4-(3-(hydroxymethyl)-6-(p-tolyl)benzofuran-5-yl)benzonitrile OCC1=COC2=C1C=C(C(=C2)C2=CC=C(C=C2)C)C2=CC=C(C#N)C=C2